4-(pyridin-4-yl)piperidin-4-ol N1=CC=C(C=C1)C1(CCNCC1)O